ClC=1C=CC(=C(C#N)C1)S(=O)(=O)N1C[C@]([C@H](C1)S(=O)(=O)C=1C=NC(=CC1)C(F)(F)F)(CO)O 5-chloro-2-(((3R,4S)-3-hydroxy-3-(hydroxymethyl)-4-((6-(trifluoromethyl)pyridin-3-yl)sulfonyl)pyrrolidin-1-yl)sulfonyl)benzonitrile